The molecule is tricarboxylate anion of (carboxymethoxy)succinic acid; major species at pH 7.3. It is a conjugate base of a (carboxymethoxy)succinic acid. C(C(C(=O)[O-])OCC(=O)[O-])C(=O)[O-]